1-((R)-2-(1-fluorocyclopropane-1-amido)-3-methylbutanoyl)-4-hydroxy-N-(4-(4-methylthiazol-5-yl)benzyl)pyrrolidine-2-carboxamide vanadium Thiocyanate [S-]C#N.[V+5].FC1(CC1)C(=O)N[C@@H](C(=O)N1C(CC(C1)O)C(=O)NCC1=CC=C(C=C1)C1=C(N=CS1)C)C(C)C.[S-]C#N.[S-]C#N.[S-]C#N.[S-]C#N